COC1=C(C=CC=C1)C1=CC2=C(N=C(S2)N)C=C1 6-(2-methoxyphenyl)benzo[d]thiazol-2-amine